C(C)C=1C(NC=2C=C(C=NC2C1)CN1CC2(CN(C2)C=2C=C(C(=NC2)C(=O)NC)C)C1)=C=O 5-(6-((7-Ethyl-6-carbonyl-5,6-dihydro-1,5-naphthyridin-3-yl)methyl)-2,6-diazaspiro[3.3]heptan-2-yl)-N-methylmethylpicolinamide